CC1(CC1)NC1CCN(CC1)C(=O)OCC1=CC=CC=C1 benzyl 4-[(1-methylcyclopropyl)-amino]piperidine-1-carboxylate